[Th].[U] Uranium-thorium